FC(C(C(C(C(F)(F)F)(F)F)(OC)F)(C(F)(F)F)F)(F)F 1,1,1,2,3,4,4,5,5,5-decafluoro-3-methoxy-2-(trifluoromethyl)Pentane